OC1=C(C=C(C=C1)C=CC(=O)C1=CC=C(C=C1)OC)[N+](=O)[O-] 3-(4-Hydroxy-3-nitrophenyl)-1-(4-methoxyphenyl)prop-2-en-1-one